6-chloroimidazo[1,2-a]pyridine-3-formaldehyde ClC=1C=CC=2N(C1)C(=CN2)C=O